O=C1NC(CCC1N1C(C2=CC=C(C=C2C1=O)N1CCN(CC1)C(=O)O)=O)=O 4-[2-(2,6-dioxopiperidin-3-yl)-1,3-dioxoisoindol-5-yl]Piperazine-1-carboxylic acid